BrC1=C(C(OC(=C1)C(=O)NC=1SC(=NN1)C=1N(C=CC1F)C)=O)OCCOC 4-bromo-N-(5-(3-fluoro-1-methyl-1H-pyrrol-2-yl)-1,3,4-thiadiazol-2-yl)-3-(2-methoxyethoxy)-2-oxo-2H-pyran-6-carboxamide